FC(C(NC(C(F)(F)F)C)=O)(F)C=1N(C=CC1C(=O)N)C (1,1-difluoro-2-oxo-2-((1,1,1-trifluoropropan-2-yl)amino)ethyl)-1-methyl-1H-pyrrole-3-carboxamide